C(C)C(CC)(CCC)C(C(C(C(=O)[O-])(C(CC)(CCC)CC)C(CC)(CCC)CC)(O)C(=O)[O-])C(=O)[O-] Tri(3-ethyl-3-hexyl)citrat